COC(C1=C(C=C(C(=C1)C(C(Br)Br)=O)C1CCC1)C)=O 4-cyclobutyl-5-(2,2-dibromoacetyl)-2-methylbenzoic acid methyl ester